COC(=O)C1=CC2=CC=CC(=C2C=C1)N1SCCN1 5-Thiadiazolidin-2-yl-naphthalene-2-carboxylic acid methyl ester